1-cyclopentyl-5-(2-(5-morpholinopyridin-2-yl)aminopyrimidin-4-yl)-pyridin-2(1H)-one C1(CCCC1)N1C(C=CC(=C1)C1=NC(=NC=C1)NC1=NC=C(C=C1)N1CCOCC1)=O